C(=O)(O)CC[C@@H]1C2=C(C3=C(C(=C(N3)C=C3C(=C(C(C=C4C(=C(C(=CC([C@H]1C)=N2)N4)C)C=C)=N3)C)CC)C)C(=O)O)CC(=O)OC (7S,8S)-7-(2-carboxyethyl)-18-ethyl-5-(2-methoxy-2-oxoethyl)-2,8,12,17-tetramethyl-13-vinyl-7H,8H-porphyrin-3-carboxylic acid